NC[C@@]1(OC2=C([C@@H]1O)C(=C(C=C2)Cl)C2=C(C(=O)N)C=CC(=C2F)OC)C2=NC=CC=C2 2-((2r,3s,4s)-2-(aminomethyl)-5-chloro-3-hydroxy-2-(pyridin-2-yl)-2,3-dihydrobenzofuran-4-yl)-3-fluoro-4-methoxybenzamide